C(C)(=O)OCS(=O)(=O)C1=CC(=C(C=C1)N(CC#CC=1N(C2=CC=CC(=C2C1)N[C@H]1[C@H](CN(CC1)C)F)CC(F)(F)F)C(=O)OC(C)(C)C)OC ((4-((tert-butoxycarbonyl)(3-(4-(((3S,4R)-3-fluoro-1-methylpiperidin-4-yl)amino)-1-(2,2,2-trifluoroethyl)-1H-indol-2-yl)prop-2-yn-1-yl)amino)-3-methoxyphenyl)sulfonyl)methyl acetate